NC=1C=C(C(=O)NC2=C(C=C(C=C2)F)CC(=O)OC(C)(C)C)C=CC1N1C[C@@H](CCC1)C tert-butyl (R)-2-(2-(3-amino-4-(3-methylpiperidin-1-yl)benzamido)-5-fluorophenyl)acetate